C(C)(=O)OC1=C(C(=CC(=C1)C)C)C(CC(=O)OC[C@]1(O[C@H](C[C@@H]1O)N1C2=NC(=NC(=C2N=C1)N)F)C#C)(C)C ((2R,3S,5R)-5-(6-amino-2-fluoro-9H-purin-9-yl)-2-ethynyl-3-hydroxytetra-hydrofuran-2-yl)methyl 3-(2-acetoxy-4,6-dimethylphenyl)-3-methylbutanoate